N1C[C@H](CCC1)C(C)(C)O (S)-2-(piperidin-3-yl)propan-2-ol